FC(OC1=CC=C(C=C1)C=1C(N(C=C2C1N=C(N=C2)SC)C=2C=C1C=CC=NC1=CC2)=O)F 8-(4-(difluoromethoxy)phenyl)-2-(methylsulfanyl)-6-(quinolin-6-yl)pyrido[4,3-d]pyrimidin-7(6H)-one